OCC12CC(C1)(C2)N2[C@@H](C=1NC3=CC=CC=C3C1CC2C)C2=CC=C(OC1CN(C1)C(=O)OC(C)(C)C)C=C2 tert-butyl 3-(4-((1R)-2-(3-(hydroxymethyl)bicyclo[1.1.1]pentan-1-yl)-3-methyl-2,3,4,9-tetrahydro-1H-pyrido[3,4-b]indol-1-yl)phenoxy)azetidine-1-carboxylate